1'-{1,4,8-triazacycloundecane-1,8-diylbis[methylene(2-hydroxy-5-methyl-3,1-phenylene)methyleneazanediyl]}di(ethane-1,2-diol) N1(CCNCCCN(CCC1)CC=1C(=C(C=C(C1)C)CNC(CO)O)O)CC=1C(=C(C=C(C1)C)CNC(CO)O)O